5-(2-Methylpropyl)-4-propan-2-ylbenzene-1,3-diol CC(CC=1C(=C(C=C(C1)O)O)C(C)C)C